3-(2-chloro-4-methoxyphenyl)-5-(4-(4-methylpiperazin-1-yl)phenyl)-1H-pyrazolo[3,4-b]pyridine ClC1=C(C=CC(=C1)OC)C1=NNC2=NC=C(C=C21)C2=CC=C(C=C2)N2CCN(CC2)C